COC(=O)C=1SC=C(C1)CCC1CCN(CC1)C 4-(2-(1-methylpiperidin-4-yl)ethyl)thiophene-2-carboxylic acid methyl ester